CO[C@@H](COC1=CC(=NC(=C1)[C@]1(COCC1)OC)C=1C=C(N2C=NC(=CC21)N)C)C 5-(4-((R)-2-Methoxypropoxy)-6-((R)-3-methoxytetrahydrofuran-3-yl)pyridin-2-yl)-7-methylpyrrolo[1,2-c]pyrimidin-3-amine